(7-(4-Benzylphenoxy)-1-ethoxy-4-hydroxyisoquinoline-3-carbonyl)glycine C(C1=CC=CC=C1)C1=CC=C(OC2=CC=C3C(=C(N=C(C3=C2)OCC)C(=O)NCC(=O)O)O)C=C1